Cl.O[C@@H]1C[C@H](CNC1)N(C(OCC1=CC=CC=C1)=O)C |o1:2,4| Rel-benzyl N-[(3R,5R)-5-hydroxypiperidin-3-yl]-N-methylcarbamate hydrochloride